CC(C)(C)NC(=O)OCCC1=C(C=CC=C1)CO 2-[o-(hydroxymethyl)phenyl]ethyl 2-methyl-2-propanecarbamate